OC(CC(=O)N[C@@H](C)C1=CC(=CC=C1)OCC(F)(F)F)C(C)C 3-hydroxy-4-methyl-N-((S)-1-(3-(2,2,2-trifluoro-ethoxy)phenyl)ethyl)pentanamide